C(C1CO1)N(CC1CO1)CCC[Si](OC)(OC)OC 3-(N,N-diglycidyl)aminopropyltrimethoxysilane